OC[C@]1(O)[C@@H](O)[C@@H](O)[C@@H](O)CO1 α-L-psicopyranose